ClC1=C(C=C(CN)C=C1F)F 4-chloro-3,5-difluorobenzylamine